6-(4-isopropyl-3-(5-(4-(2-methoxyethyl)piperazin-1-yl)pyridin-2-yl)-1H-pyrazol-5-yl)-8-methoxy-[1,2,4]triazolo[1,5-a]pyridine C(C)(C)C=1C(=NNC1C=1C=C(C=2N(C1)N=CN2)OC)C2=NC=C(C=C2)N2CCN(CC2)CCOC